ClC1=NC(=NC(=C1Cl)[2H])NC1CCOCC1 4,5-Dichloro-N-(tetrahydro-2H-pyran-4-yl)pyrimidin-2-amine-6-d